C1(=CC=CC=C1)[C@@H]1CN(CC1)C(=O)OC[C@@H](CN1CC2=CC=CC=C2CC1)O (R)-3-(3,4-dihydroisoquinolin-2(1H)-yl)-2-hydroxypropyl (R)-3-phenylpyrrolidine-1-carboxylate